(S,E)-4-(3-((3-(3-fluoro-4-morpholinophenyl)-2-oxooxazolidin-5-yl)methylamino)-3-oxoprop-1-enyl)-2-hydroxy-N-methoxybenzamide FC=1C=C(C=CC1N1CCOCC1)N1C(O[C@H](C1)CNC(/C=C/C1=CC(=C(C(=O)NOC)C=C1)O)=O)=O